(R)-2-((5-(2-(6-(bis(2-methoxyethyl)amino)-2-methylhexan-3-yl)-2,6-diazaspiro[3.4]octan-6-yl)-1,2,4-triazin-6-yl)oxy)-N-ethyl-5-fluoro-N-isopropylbenzamide formate C(=O)O.COCCN(CCC[C@H](C(C)C)N1CC2(C1)CN(CC2)C=2N=CN=NC2OC2=C(C(=O)N(C(C)C)CC)C=C(C=C2)F)CCOC